CC1=NN(C(=C1C=1C=C(C=2N(C1)N=CC2C#N)O[C@H](C)C2=NC=CC=C2)C)C2CCNCC2 6-[3,5-dimethyl-1-(4-piperidyl)pyrazol-4-yl]-4-[(1R)-1-(2-pyridyl)ethoxy]pyrazolo[1,5-a]pyridine-3-carbonitrile